2-(4-bromophenyl)-5-fluoroindole BrC1=CC=C(C=C1)C=1NC2=CC=C(C=C2C1)F